N(=[N+]=[N-])[C@H]1CN([C@H]2CC[C@@H]1C2)CC2=CC=CC=C2 (1S,4R,5R)-4-azido-2-benzyl-2-azabicyclo[3.2.1]Octane